tetradodecyl 3,3',3'',3'''-((((6-((4-hydroxybutyl)amino)-1,3,5-triazine-2,4-diyl)bis(oxy))bis(propane-3,1-diyl))bis(azanetriyl))tetrapropionate OCCCCNC1=NC(=NC(=N1)OCCCN(CCC(=O)OCCCCCCCCCCCC)CCC(=O)OCCCCCCCCCCCC)OCCCN(CCC(=O)OCCCCCCCCCCCC)CCC(=O)OCCCCCCCCCCCC